[N+](=O)([O-])C1=CN=C(S1)CC(CC(C)=O)=O 1-(5-nitrothiazol-2-yl)pentane-2,4-dione